FC(C(=O)O)(F)F.COCCN1N=CC(=C1C1CCNCC1)C 4-(1-(2-methoxyethyl)-4-methyl-1H-pyrazol-5-yl)piperidine trifluoroacetate salt